FC(CN1N=NC2=C1C=C(C=C2)C=2C=CN1N=C(N=C(C12)OC)NCC(=O)N1CCOCC1)F 2-((5-(1-(2,2-difluoroethyl)-1H-benzo[d][1,2,3]triazol-6-yl)-4-methoxypyrrolo[2,1-f][1,2,4]triazin-2-yl)amino)-1-morpholinoethan-1-one